Cl.CS(=O)(=O)C1=CC(=C(C(=O)NC(=N)N)C=C1S(=O)(=O)C)C N-(4,5-bismethanesulfonyl-2-methylbenzoyl)guanidine HCl salt